NCN1C(C(=C(C1=O)C)C)=O 1-(aminomethyl)-3,4-dimethyl-1H-pyrrole-2,5-dione